2-(4-iodophenyl)-3-(1-(4-iodophenyl)-2-nitroethyl)-1H-indole IC1=CC=C(C=C1)C=1NC2=CC=CC=C2C1C(C[N+](=O)[O-])C1=CC=C(C=C1)I